tert-butyl-((2,3-dihydropyrazolo[5,1-b]oxazol-3-yl) methyl) carbamate C(N)(OC(C1N2C(OC1)=CC=N2)C(C)(C)C)=O